NC1=C(C=CC=C1)N1C(=CC2=CC=C(C=C12)C(F)(F)F)C1C(N(C(C1)=O)C)=O 3-(1-(2-Aminophenyl)-6-(trifluoromethyl)-1H-indol-2-yl)-1-methylpyrrolidine-2,5-dione